1,3-Bis(1-adamantanyl)imidazolium C12(CC3CC(CC(C1)C3)C2)N2C=[N+](C=C2)C23CC1CC(CC(C2)C1)C3